C(C)(=O)N1CCN(CC1)C=1C2=C(N=C(N1)C=1C=C3CN(C(C3=CC1)=O)C1C(NC(CC1)=O)=O)N=CC=C2 3-(5-(4-(4-acetylpiperazin-1-yl)pyrido[2,3-d]pyrimidin-2-yl)-1-oxoisoindolin-2-yl)piperidine-2,6-dione